1-(tert-butyl) 4-ethyl 3-(cyclopropanecarbonyl)-2-ethylsuccinate C1(CC1)C(=O)C(C(C(=O)OC(C)(C)C)CC)C(=O)OCC